(R)-ethyl 2-(3-((tert-butyloxycarbonyl)amino)butoxy)acetate C(C)(C)(C)OC(=O)N[C@@H](CCOCC(=O)OCC)C